rac-(3aR,5R,7S,7aR)-1,3,3,7-tetramethyl-5-phenyloctahydrobenzo[c]isoxazole CN1OC([C@H]2[C@H]1[C@H](C[C@H](C2)C2=CC=CC=C2)C)(C)C |r|